Cl.Cl.N1N=NC(=C1)C1=C(C=CC=C1)O (1H-1,2,3-triazol-4-yl)phenol dihydrochloride